5-(2-fluoro-6-methylphenyl)-3-(2-(tetrahydro-2H-pyran-4-yl)-1,2,3,4-tetrahydroisoquinolin-7-yl)-1H-pyrazolo[4,3-c]pyridazin-6(5H)-one FC1=C(C(=CC=C1)C)N1N=C2C(=CC1=O)NN=C2C2=CC=C1CCN(CC1=C2)C2CCOCC2